COS(=O)C1=CN=C(S1)C(C)(C)OC.[O-]CCC.[Zr+4].[O-]CCC.[O-]CCC.[O-]CCC zirconium (IV) propoxide methyl-2-(2-methoxypropan-2-yl)-1,3-thiazol-5-sulfinate